S(=O)(=O)(ON1[C@@H]2CC[C@H](N(C1=O)C2)C(NC(C2=CC=C(C=C2)C#N)=O)=N)[O-].[Na+] sodium (2S,5R)-2-(N-(4-cyanobenzoyl) carbamimidoyl)-7-oxo-1,6-diazabicyclo[3.2.1]octan-6-yl sulfate